C(C(=O)O)(=O)O.C1[C@H]2N(CCN1)C[C@@H](C2)O (7R,8aS)-octahydropyrrolo[1,2-a]pyrazin-7-ol oxalate